6-[4-[Acetyl(2,2-difluoroethyl)amino]-3-chloro-phenyl]-N-[2-(1H-pyrazol-4-yl)ethyl]pyridine-3-carboxamide C(C)(=O)N(C1=C(C=C(C=C1)C1=CC=C(C=N1)C(=O)NCCC=1C=NNC1)Cl)CC(F)F